C(C1=CC=CC=C1)NC1=CC=C(C=C1)C N-Benzyl-4-methylaniline